CC(C)(C(C(C)(O)C)(C)C)O 2,3,3,4-tetramethylpentane-2,4-diol